OC1=CC=C(OC2=NC3=C(N=C(C(=C3C=C2)O)C(=O)NCC(=O)O)Cl)C=C1 2-(2-(4-hydroxyphenoxy)-5-hydroxy-8-chloro-1,7-naphthyridine-6-carboxamido)acetic acid